(S)-2-((((9H-fluoren-9-yl)methoxy)carbonyl)amino)-3-(4-(2,3-dihydrobenzofuran-6-yl)phenyl)propanoic acid C1=CC=CC=2C3=CC=CC=C3C(C12)COC(=O)N[C@H](C(=O)O)CC1=CC=C(C=C1)C1=CC2=C(CCO2)C=C1